(6RS)-2-[5-(3-chlorophenoxy)-2-methyl-pyrimidin-4-yl]-6-[(2,4-dimethylphenyl)methyl]-5,6-dihydro-1H-pyrimidin-4-one ClC=1C=C(OC=2C(=NC(=NC2)C)C=2N[C@@H](CC(N2)=O)CC2=C(C=C(C=C2)C)C)C=CC1 |r|